4-(4-((1R,3r,5S)-8-Benzyl-3-hydroxy-8-azabicyclo[3.2.1]octan-3-yl)phenyl)-7-(4-(trifluoromethyl)phenyl)-2-naphthoic acid C(C1=CC=CC=C1)N1[C@H]2CC(C[C@@H]1CC2)(O)C2=CC=C(C=C2)C2=CC(=CC1=CC(=CC=C21)C2=CC=C(C=C2)C(F)(F)F)C(=O)O